2-propenylphosphonic acid (1,1-dimethyl-2-propynyl) (methyl) ester COP(OC(C#C)(C)C)(=O)CC=C